(R)-1-(1-acryloylpiperidine-3-yl)-4-amino-N-(4-(2-(dimethylamino)-2-oxoethyl)-2-methoxyphenyl)-1H-pyrazolo[3,4-d]pyrimidine-3-carboxamide C(C=C)(=O)N1C[C@@H](CCC1)N1N=C(C=2C1=NC=NC2N)C(=O)NC2=C(C=C(C=C2)CC(=O)N(C)C)OC